FC(S(=O)(=O)NCCC1CN(C1)C(=O)OC(C)(C)C)(F)F tert-butyl 3-(2-(trifluoromethylsulfonamido)ethyl)azetidine-1-carboxylate